OC1=NOC=C1 hydroxyisoxazol